tert-Butyl-(E)-7-(5-((quinoxalin-6-ylmethylene)amino)pyridazin-4-yl)-4,7-diazaspiro[2.5]octane C(C)(C)(C)C1CC12NCCN(C2)C2=CN=NC=C2/N=C/C=2C=C1N=CC=NC1=CC2